(+/-)-6-[(3S,4R)-4-amino-3-hydroxypiperidin-1-yl]-3-(2,3-dichlorophenyl)-2-methyl-3,4-dihydropyrimidin-4-one N[C@H]1[C@H](CN(CC1)C1=CC(N(C(=N1)C)C1=C(C(=CC=C1)Cl)Cl)=O)O |r|